FC1=C(C(=CC=C1)C(F)(F)F)/C=C/C1CNC1 3-[(E)-2-[2-fluoro-6-(trifluoromethyl)phenyl]vinyl]azetidine